C(C)(C)(C)OC(=O)N1CCC2=C(CC1)C=CC(=N2)N 2-Amino-5,6,8,9-tetrahydro-7H-pyrido[2,3-d]azepine-7-carboxylic acid tert-butyl ester